1-[(8aS)-6-Chloro-5-(2-fluoro-6-hydroxyphenyl)-8a,9,11,12-tetrahydropyrazino-[2',1':3,4][1,4]oxazepino[5,6,7-de]quinazolin-10(8H)-yl]prop-2-en-1-one ClC1=C2C3=C(N=CN=C3C=C1C1=C(C=CC=C1O)F)N1[C@H](CO2)CN(CC1)C(C=C)=O